anti-Cysteine N[C@@H](CS)C(=O)O